C(C1=CC=CC=C1)N1C2CC(CC1C(C2)O[Si](C)(C)C(C)(C)C)=O (±)-8-benzyl-6-((tert-butyldimethylsilyl)oxy)-8-azabicyclo[3.2.1]octan-3-one